trimethoxy(1,1,2-trimethylpropyl)silane sulfur hexafluoride S(F)(F)(F)(F)(F)F.CO[Si](C(C(C)C)(C)C)(OC)OC